5-Bromo-6-chloro-N-[6-(2,2-difluoroethoxy)-5-fluoro-2-methoxypyridin-3-yl]-1H-pyrrolo[2,3-b]pyridine-3-sulfonamide BrC=1C=C2C(=NC1Cl)NC=C2S(=O)(=O)NC=2C(=NC(=C(C2)F)OCC(F)F)OC